3,6-difluoropyridin-2-ylamine FC=1C(=NC(=CC1)F)N